chloro-7-fluoro-3-(1H-imidazol-1-yl)-5-methoxy-2-(5-(methoxymethyl)-1H-1,2,4-triazol-3-yl)-1-methyl-1H-indole ClC1=C2C(=C(N(C2=C(C=C1OC)F)C)C1=NNC(=N1)COC)N1C=NC=C1